ClC1=CC=C2C(=CN=C(C2=C1)NC)S(=O)(=O)NC1=C(C=C(C(=C1)F)CC#N)F 7-chloro-N-[4-(cyanomethyl)-2,5-difluoro-phenyl]-1-(methyl-amino)isoquinoline-4-sulfonamide